ClC1=C(C=CC(=C1)F)C=1CCCC2=C(C1C1=CC=C(C=C1)CC1(CN(C1)CCCF)F)C=CC(=C2)C(=O)O 8-(2-chloro-4-fluorophenyl)-9-(4-((3-fluoro-1-(3-fluoropropyl)azetidin-3-yl)methyl)phenyl)-6,7-dihydro-5H-benzo[7]annulene-3-carboxylic acid